4-(4-((2-(trifluoromethyl)benzyl)amino)pyrido[2,3-d]pyrimidin-2-yl)morpholine FC(C1=C(CNC=2C3=C(N=C(N2)N2CCOCC2)N=CC=C3)C=CC=C1)(F)F